2-(6-((2-methoxy-ethyl)(2,2,6,6-tetramethylpiperidin-4-yl)amino)pyridazin-3-yl)-5-(1H-pyrazol-4-yl)phenol COCCN(C1=CC=C(N=N1)C1=C(C=C(C=C1)C=1C=NNC1)O)C1CC(NC(C1)(C)C)(C)C